N1N=CC=C2C1=NC=N2 IMIDAZOPYRIDAZIN